CN1N=C(C=C1C=1C=C2C=3CCCC(C3NC2=CC1)=O)C 6-(1,3-dimethyl-1H-pyrazol-5-yl)-2,3,4,9-tetrahydro-1H-carbazol-1-one